(S-2S)-N-[[3-(benzyloxy)-1,2-oxazol-5-yl]methylene]-2-methylpropan-2-sulfinamide C(C1=CC=CC=C1)OC1=NOC(=C1)C=N[S@@](=O)C(C)(C)C